O\N=C\1/C(C2=CC(=CC=C2C1)C=1C=NC(=NC1)O)=O (2Z)-2-(hydroxyimino)-6-(2-hydroxypyrimidin-5-yl)-2,3-dihydro-1H-inden-1-one